(4-(((2-amino-7-(thiophen-3-yl)quinolin-4-yl)amino)methyl)-2-oxabicyclo[2.2.2]octan-1-yl)methanol NC1=NC2=CC(=CC=C2C(=C1)NCC12COC(CC1)(CC2)CO)C2=CSC=C2